1-(1Z-octadecenyl)-2-docosahexaenoyl-sn-glycero-3-phosphocholine CCCCCCCCCCCCCCCC/C=C\OC[C@H](COP(=O)([O-])OCC[N+](C)(C)C)OC(=O)CC/C=C\C/C=C\C/C=C\C/C=C\C/C=C\C/C=C\CC